N1(CCOCC1)C1=CC=C(C=N1)S(=O)(=O)C1=CC=C(C=C1)CNC(=O)C1=CC=2C(=CN=CC2)O1 N-({4-[6-(morpholin-4-yl)pyridine-3-sulfonyl]phenyl}methyl)furo[2,3-c]pyridine-2-carboxamide